3-Chloro-4-[2-[[(3R)-1-ethyl-3-piperidyl]amino]oxazolo[4,5-b]pyridin-5-yl]-5-hydroxy-benzonitrile ClC=1C=C(C#N)C=C(C1C1=CC=C2C(=N1)N=C(O2)N[C@H]2CN(CCC2)CC)O